C(#N)C1=CC(=NN1)CN(C(=O)NC1=CC(=C(C=C1)F)C(F)F)C=1C=NC(=NC1)OC 1-((5-Cyano-1H-pyrazol-3-yl)methyl)-3-(3-(difluoromethyl)-4-fluorophenyl)-1-(2-methoxypyrimidin-5-yl)urea